2-(2-(N-((1,2,3,5,6,7-hexahydro-S-indacen-4-yl)carbamoyl)sulfamoyl)-vinyl)pyrrolidine-1-carboxylic acid tert-butyl ester C(C)(C)(C)OC(=O)N1C(CCC1)C=CS(NC(NC1=C2CCCC2=CC=2CCCC12)=O)(=O)=O